rac-4-[4-Amino-2-(N-(2-amino-1-methyl-2-oxoethyl)-4-chloro-3-fluoroanilino)thiazol-5-carbonyl]-N-[2-(difluoromethoxy)ethyl]benzamid NC=1N=C(SC1C(=O)C1=CC=C(C(=O)NCCOC(F)F)C=C1)N(C1=CC(=C(C=C1)Cl)F)[C@@H](C(=O)N)C |r|